OC[C@]12CCCCC1CC[C@H]1[C@@H]3CCC[C@@]3(C)CC[C@H]21 19-hydroxyandrostane